COC(=O)C1=NC2=CC(=CC(=C2N=C1)B1OC(C(O1)(C)C)(C)C)C 7-methyl-5-(4,4,5,5-tetramethyl-1,3,2-dioxaborolan-2-yl)quinoxaline-2-carboxylic acid methyl ester